C(#N)COC1=C(C(=C(C=C1)C1=CN=C(N1C)C(=O)NC1=CC(=C(C=C1)C(=O)N1CCC(CC1)C(=O)N1C=CS(C=C1)(=O)=O)C)F)F 5-[4-(cyanomethoxy)-2,3-difluoro-phenyl]-N-[4-[4-(1,1-dioxo-1,4-thiazine-4-carbonyl)piperidine-1-carbonyl]-3-methyl-phenyl]-1-methyl-imidazole-2-carboxamide